NCCNCCNCCNCCC 1,4,7,10-tetraazatridecane